ClC1=C(C=C(C=C1F)C=1N=C(SC1SC(C)C)N1N=C(C(=C1)C1=CC(=NC(=C1)C)C)C)F 1-(4-(4-chloro-3,5-difluorophenyl)-5-(isopropylthio)thiazol-2-yl)-4-(2,6-dimethylpyridin-4-yl)-3-methyl-1H-pyrazole